1-hydroxy-3,5-dimethyl-4-chlorophenol OC1(CC(=C(C(=C1)C)Cl)C)O